Copper-Chromium-Niobium [Nb].[Cr].[Cu]